1,6-dimethyl-1,2,3,4,4a,9a-hexahydromethanoanthraquinone CC12C(CCC3C(C4=CC(=CC=C4C(C13)=O)C)=O)C2